CC=1OC2=NC(=CC(=C2N1)C)C=1N=C2N(C(C1)=O)C=C(S2)[C@@H]2[C@@H](CNCC2)F 7-(2,7-dimethyloxazolo[5,4-b]pyridin-5-yl)-2-[(3S,4S)-3-fluoro-4-piperidyl]thiazolo[3,2-a]pyrimidin-5-one